ClC1=C(C=C(C=C1)S)S 1-Chloro-2,4-Dimercaptobenzene